C(C)(C)C1=CC2=C(C(N(CC23CC3)CC(=O)OCC)=O)S1 Ethyl 2-(2'-isopropyl-7'-oxo-5'H-spiro[cyclopropane-1,4'-thieno[2,3-c]pyridin]-6'(7'H)-yl)acetate